5-chloro-N-[(2,3-dihydrofuro[2,3-c]pyridin-4-yl)methyl]-6-(trifluoromethyl)pyridine-3-carboxamide ClC=1C=C(C=NC1C(F)(F)F)C(=O)NCC1=C2C(=CN=C1)OCC2